FC=1C=C(CN[C@H](CCCOCCOC2=NC3=C(C4=CN=CC=C24)C=CC(=C3)C(=O)O)C)C=C(C1OC(F)(F)F)F (S)-5-(2-((4-((3,5-difluoro-4-(trifluoromethoxy)benzyl)amino)pentyl)oxy)ethoxy)benzo[c][2,6]naphthyridine-8-carboxylic acid